isoamylalcohol C(CC(C)C)O